C(C)(C)(C)OC(=O)NC(CC(=O)O)CC1=C(C=C(C(=C1)F)F)F 3-(tert-butoxycarbonylamino)-4-(2,4,5-trifluorophenyl)butanoic acid